C(C)OC1=C(C=CC(=N1)C(CS(=O)(=O)C)N1C(NC2=C1C=CC(=C2)C2=NC=CC=C2)=O)OC 1-(1-(6-ethoxy-5-methoxypyridin-2-yl)-2-(methylsulfonyl)ethyl)-5-(pyridin-2-yl)-1H-benzo[d]imidazol-2(3H)-one